FC(OC1=CC=C(C=C1)C1=NC2=C(N1CC1=C(COC3=NC=CC(=C3)CC(=O)OCC)C=CC=C1)C=CC=C2)(F)F Ethyl 2-(2-((2-((2-(4-(trifluoromethoxy)phenyl)-1H-benzo[d]imidazol-1-yl)methyl)benzyl)oxy)pyridin-4-yl)acetate